C(#N)C1=C(C(=C(C(=C1)C(C)C)NC(=O)NS(=O)(=O)C1=C(N=C(S1)C(C)(C)O)CO)C(C)C)F 1-[4-cyano-3-fluoro-2,6-bis(propan-2-yl)phenyl]-3-[4-(hydroxymethyl)-2-(2-hydroxypropan-2-yl)-1,3-thiazole-5-sulfonyl]urea